4-[[3-[4-(difluoromethoxy)phenyl]imidazo[1,2-a]pyrazin-8-yl]amino]-2-methylbenzamide FC(OC1=CC=C(C=C1)C1=CN=C2N1C=CN=C2NC2=CC(=C(C(=O)N)C=C2)C)F